FC1=C(OC2=C3C(=NC=C2)N(C=C3C3=CC2CCC(C3)N2C(=O)OC(C)(C)C)COCC[Si](C)(C)C)C(=CC(=C1)[N+](=O)[O-])F tert-butyl 3-[4-(2,6-difluoro-4-nitrophenoxy)-1-{[2-(trimethylsilyl)ethoxy]methyl}-1H-pyrrolo[2,3-b]pyridin-3-yl]-8-azabicyclo[3.2.1]oct-2-ene-8-carboxylate